diphenyl-methyl ketone C1(=CC=CC=C1)C(C1=CC=CC=C1)C(=O)C(C1=CC=CC=C1)C1=CC=CC=C1